ClC1=C(C=C(C=C1OC)OC)C1=CC2=C(N=C(N=C2)S(=O)C)NC1=O 6-(2-chloro-3,5-dimethoxyphenyl)-2-(methylsulfinyl)pyrido[2,3-d]pyrimidin-7(8H)-one